N-(6-(5-chloro-6-fluoro-7-(propa-1,2-dien-1-yl)-1H-indazol-4-yl)imidazo[1,2-a]pyrazin-2-yl)-2-fluorocyclopropane-1-carboxamide ClC=1C(=C2C=NNC2=C(C1F)C=C=C)C=1N=CC=2N(C1)C=C(N2)NC(=O)C2C(C2)F